C1(CCC1)N1C(=NC2=C1C=CC=C2)NC2=CC=C(C(=O)NO)C=C2 4-(1-Cyclobutyl-1H-benzo[d]imidazol-2-ylamino)-N-hydroxybenzoamide